N-(2,2-difluoroethyl)-3-(3-(5-(5-(difluoromethoxy)-6-methoxypyridin-3-yl)pyrazolo[1,5-A]pyridin-2-yl)ureido)propanamide FC(CNC(CCNC(=O)NC1=NN2C(C=C(C=C2)C=2C=NC(=C(C2)OC(F)F)OC)=C1)=O)F